CNCC(COC1=CC=CC=C1)O (methylamino)-3-phenoxypropan-2-ol